(S)-5-bromo-N-(1-cyclopropylethyl)-4-(difluoromethyl)pyridin-2-amine BrC=1C(=CC(=NC1)N[C@@H](C)C1CC1)C(F)F